1,1-dideutero-2-(1-(benzo[4,5]imidazo[1,2-a]pyrimidine-2-yl)piperidin-4-yl)-1-[18F]fluoroethane [2H]C(CC1CCN(CC1)C1=NC=2N(C=C1)C1=C(N2)C=CC=C1)([18F])[2H]